CN1N=C(C(=C1)C=O)C=1C=C(C=CC1)C 1-methyl-3-(m-tolyl)-1H-pyrazole-4-carbaldehyde